4-(5-[6-(dimethylamino)pyridin-3-yl]thiophen-2-ylmethyl)-2,4-dihydro-3H-1,2,4-triazol-3-one hydrochloride Cl.CN(C1=CC=C(C=N1)C1=CC=C(S1)CN1C(NN=C1)=O)C